4-chloro-8-ethoxyquinoline-3-carbonitrile ClC1=C(C=NC2=C(C=CC=C12)OCC)C#N